C(C(C)C)C1CCCCC1 4-ISOBUTYL-CYCLOHEXANE